BrC=1C=CC(=C(C1)/C=C/C(=O)OCC)OC ethyl (E)-3-(5-bromo-2-methoxyphenyl)acrylate